(S)-3-cyclopropyl-2-(3-(2-(3-fluoroazetidin-1-yl)ethyl)-4-methyl-6-oxopyridazin-1(6H)-yl)propionamide C1(CC1)C[C@@H](C(=O)N)N1N=C(C(=CC1=O)C)CCN1CC(C1)F